C(C)(C)(C)OC(=O)N1[C@@H]2C=C(C[C@H]1CC2)OS(=O)(=O)C(F)(F)F (1S,5R)-3-(((trifluoromethyl)sulfonyl)oxy)-8-azabicyclo[3.2.1]oct-2-ene-8-carboxylic acid tert-butyl ester